Perfluorophenyl (((9H-fluoren-9-yl)methoxy)carbonyl)-L-valinate C1=CC=CC=2C3=CC=CC=C3C(C12)COC(=O)N[C@@H](C(C)C)C(=O)OC1=C(C(=C(C(=C1F)F)F)F)F